4-(Bromomethyl)pyrimidine-2-carboxylic acid tert-butyl ester C(C)(C)(C)OC(=O)C1=NC=CC(=N1)CBr